ClC1=CC(=CC(=N1)N1C(C2=CC(=CC=C2C1)C1(COC1)CC1=NN=CN1C)=O)CN1C[C@@H](CC1)C (R)-2-(6-Chloro-4-((3-methylpyrrolidin-1-yl)methyl)pyridin-2-yl)-6-(3-((4-methyl-4H-1,2,4-triazol-3-yl)methyl)oxetan-3-yl)isoindolin-1-one